dimyristoyl-1,20-eicosenedicarboxylic acid C(CCCCCCCCCCCCC)(=O)C(=C(C(=O)O)C(CCCCCCCCCCCCC)=O)CCCCCCCCCCCCCCCCCCC(=O)O